5-((2-bromo-3-ethyl-4-fluorophenyl)(hydroxy)methyl)-N-methoxy-N-methyl-1-((2-(trimethylsilyl)ethoxy)methyl)-1H-pyrazole-4-carboxamide BrC1=C(C=CC(=C1CC)F)C(C1=C(C=NN1COCC[Si](C)(C)C)C(=O)N(C)OC)O